N-(3-fluorophenyl)-6-(1-methyl-1H-pyrazol-4-yl)-2-(3-methyl-[1,2,4]triazolo[4,3-a]pyridin-6-yl)imidazo[1,2-a]pyrazin-3-amine FC=1C=C(C=CC1)NC1=C(N=C2N1C=C(N=C2)C=2C=NN(C2)C)C=2C=CC=1N(C2)C(=NN1)C